1'-(4-amino-2-fluoro-5-(methylamino)phenyl)-[4,4'-bipiperidine]-1-carboxylic acid tert-butyl ester C(C)(C)(C)OC(=O)N1CCC(CC1)C1CCN(CC1)C1=C(C=C(C(=C1)NC)N)F